[2-(cyclopropylmethylsulfonyl)-2,6-diazaspiro[3.3]heptan-6-yl]-[6-(3-cyclopropyl-1,2,4-triazol-1-yl)-2-azaspiro[3.3]heptan-2-yl]methanone C1(CC1)CS(=O)(=O)N1CC2(C1)CN(C2)C(=O)N2CC1(C2)CC(C1)N1N=C(N=C1)C1CC1